CC1(CC1)N1CN(C(C2=CC(=CC(=C12)N1CC(N(CC1)C(C)=O)C)S(=O)(=O)N)=O)CC=1C=NN(C1)C (1-methylcyclopropyl)-3-[(1-methylpyrazol-4-yl)methyl]-4-oxo-8-[(3E)-4-acetyl-3-methyl-piperazin-1-yl]-1H-quinazoline-6-sulfonamide